Methyl N6-(tert-butoxycarbonyl)-N2-((2-((S)-1-(2,3-difluorobenzyl)-5-oxopyrrolidin-2-yl)acetyl)-L-valyl)-L-lysinate C(C)(C)(C)OC(=O)NCCCC[C@H](NC([C@@H](NC(C[C@H]1N(C(CC1)=O)CC1=C(C(=CC=C1)F)F)=O)C(C)C)=O)C(=O)OC